2-[2-[(1-Ethylpyrrolidin-3-yl)amino]oxazolo[4,5-b]pyridin-5-yl]-3-methyl-5-(trifluoromethyl)phenol C(C)N1CC(CC1)NC=1OC=2C(=NC(=CC2)C2=C(C=C(C=C2C)C(F)(F)F)O)N1